N-(1-(4-chlorobenzyl)-2-methyl-6-(6-methyl-7-oxo-6,7-dihydro-1H-pyrrolo[2,3-c]pyridin-4-yl)-1H-benzo[d]imidazol-4-yl)ethane-sulfonamide ClC1=CC=C(CN2C(=NC3=C2C=C(C=C3NS(=O)(=O)CC)C=3C2=C(C(N(C3)C)=O)NC=C2)C)C=C1